ClC1=C(C=CC=C1)C=1OC(=C(N1)CCCC(=O)C1=CC=C(C=C1)CCO)C(C)C 4-(2-(2-chlorophenyl)-5-isopropyloxazol-4-yl)-1-(4-(2-hydroxyethyl)phenyl)butan-1-one